(3-(aminomethyl)-3-fluoropyrrolidin-1-yl)((S)-1-(4-fluorophenyl)-3,4-dihydroisoquinolin-2(1H)-yl)methanone NCC1(CN(CC1)C(=O)N1[C@H](C2=CC=CC=C2CC1)C1=CC=C(C=C1)F)F